C(C)(C)(C)OC(=O)N(CCOCCOCCOCCOCCOCCOCCOCCOCCOC1=CC=C(C(=O)OC)C=C1)C(=O)OC(C)(C)C methyl 4-[2-[2-[2-[2-[2-[2-[2-[2-[2-[bis(tert-butoxycarbonyl)amino] ethoxy]ethoxy]ethoxy]ethoxy]ethoxy]ethoxy]ethoxy]ethoxy]ethoxy]benzoate